ClC1=CC=2N(C(N(C=3C=NC(=CC3C2C=C1)C#N)CC)=O)C1=C(C=C(C=C1F)NCCNC1CCOCC1)F 13-chloro-10-[2,6-difluoro-4-({2-[(oxan-4-yl)amino]ethyl}amino)phenyl]-8-ethyl-9-oxo-5,8,10-triazatricyclo[9.4.0.02,7]pentadeca-1(11),2(7),3,5,12,14-hexaene-4-carbonitrile